2-isopropyl-1-phenyl-1H-imidazole C(C)(C)C=1N(C=CN1)C1=CC=CC=C1